CNC(=O)NC 1,3-dimethylurea